(5-(1-isopropyl-4-(trifluoromethyl)-1H-imidazol-2-yl)-4-methylthiophene-2-yl)methanol C(C)(C)N1C(=NC(=C1)C(F)(F)F)C1=C(C=C(S1)CO)C